FC(C1=CC(=NC=C1OC[C@@](CC(C)C)(N)CF)C1=CC(=NC=C1)C)F (R)-1-((4-(difluoromethyl)-2'-methyl-[2,4'-bipyridinyl]-5-yl)oxy)-2-(fluoromethyl)-4-methylpentan-2-amine